4-amino-7-(difluoromethoxy)-1-(o-tolyl)quinazolin-2(1H)-one NC1=NC(N(C2=CC(=CC=C12)OC(F)F)C1=C(C=CC=C1)C)=O